ClC=1C=C(CN(C1)C=1C(=NC=C(C1)C(F)(F)F)NC)SCC 5-chloro-3-ethylsulfanyl-N-[2-(methylamino)-5-(trifluoromethyl)-3-pyridinyl]Pyridine